4-(N-methylpiperidinyl)Piperazine CN1C(CCCC1)N1CCNCC1